CC1=C(NC2=CC=C(C=C12)CN)C1CCOCC1 (3-methyl-2-(tetrahydro-2H-pyran-4-yl)-1H-indol-5-yl)methanamine